NCCOC=1C=C(OCCCC(=O)NC)C=CC1 4-(3-(2-aminoethoxy)phenoxy)-N-methylbutanamide